tert-butyl ((1s,3s)-3-((7-fluoro-6-(1-methyl-1H-pyrazol-4-yl)pyrazolo[1,5-a]pyrazin-4-yl)oxy)cyclobutyl)(methyl)carbamate FC1=C(N=C(C=2N1N=CC2)OC2CC(C2)N(C(OC(C)(C)C)=O)C)C=2C=NN(C2)C